((1s,3s)-3-hydroxy-3-methylcyclobutyl)(2-(3-methyl-4-(trifluoromethyl)phenoxy)-7-azaspiro[3.5]non-7-yl)methanone OC1(CC(C1)C(=O)N1CCC2(CC(C2)OC2=CC(=C(C=C2)C(F)(F)F)C)CC1)C